COC1=C(C=CC=C1)[C@H](CN1C(N(C(C2=C1SC(=C2C)C#CC)=O)C=2C=C(C(=O)O)C=CC2)=O)OC2CCOCC2 (R)-3-(1-(2-(2-methoxyphenyl)-2-((tetrahydro-2H-pyran-4-yl)oxy)ethyl)-5-methyl-2,4-dioxo-6-(prop-1-yn-1-yl)-1,4-dihydrothieno[2,3-d]pyrimidin-3(2H)-yl)benzoic acid